2,2'-([1,1'-biphenyl]-4,4'-diylbis-2,1-ethanediyl)bisbenzenesulfonic acid C1(=CC=C(C=C1)CCC1=C(C=CC=C1)S(=O)(=O)O)C1=CC=C(C=C1)CCC1=C(C=CC=C1)S(=O)(=O)O